C(CC)C(C(=O)OC)C(=O)OC Dimethyl n-propylmalonate